COC[C@H]1OCCN(C1)C=1C=CC(=NC1)NC=1C=CC(=C2CNC(C12)=O)C1=CN=C2N1C=CC(=N2)C (S)-7-((5-(2-(methoxymeth-yl)morpholino)pyridin-2-yl)amino)-4-(7-methyl-imidazo[1,2-a]pyrimidin-3-yl)isoindolin-1-one